CC=1C=CC(=C(C1)C=1C(=C(C(=CC1O)CCCCC)C1=CC=NN1)O)C(=C)C 5'-methyl-4-pentyl-2'-(prop-1-en-2-yl)-3-(1H-pyrazol-5-yl)-[1,1'-biphenyl]-2,6-diol